(S)-5-tert-Butoxycarbonyl-6-(5-carbamoyl-1-methyl-1H-pyrazol-3-yl)-5-azaspiro[2.4]heptane C(C)(C)(C)OC(=O)N1CC2(CC2)C[C@H]1C1=NN(C(=C1)C(N)=O)C